ClC1=CC2=C(NC(=NS2(=O)=O)NCC2=NC=CC=C2F)C(=C1F)OC1=C(C=CC=C1)Cl 7-chloro-5-(2-chlorophenoxy)-6-fluoro-3-(((3-fluoropyridin-2-yl)methyl)amino)-4H-benzo[e][1,2,4]thiadiazine 1,1-dioxide